N-(3-((6-(methylamino)pyrimidin-4-yl)oxy)phenyl)acrylamide CNC1=CC(=NC=N1)OC=1C=C(C=CC1)NC(C=C)=O